(4-hexylthiophene-2-yl)trimethylstannane C(CCCCC)C=1C=C(SC1)[Sn](C)(C)C